6-chloro-N-(2,4-dimethoxybenzyl)-2-methylpyrimidino[5,4-d]Pyrimidin-4-amine ClC=1N=CC=2N=C(N=C(C2N1)NCC1=C(C=C(C=C1)OC)OC)C